COC(=O)C1CC(C1)C(=O)O (1r,3r)-3-(methoxycarbonyl)cyclobutane-1-carboxylic acid